C(C(=O)C)N1[C@H](CC1)COC1=C(N(N=C1)C)C1=CC=2N(C=C1)N=C(C2)NC(=O)C2CC2 N-[5-[4-[[(2R)-1-acetonylazetidin-2-yl]methoxy]-2-methyl-pyrazol-3-yl]pyrazolo[1,5-a]pyridin-2-yl]cyclopropanecarboxamide